NC1=NC=2C=CC(=CC2C2=C1C=NN2C)C(=O)N2C[C@H](CC2)C2=CC=C(C=C2)C(F)(F)F (4-amino-1-methyl-1H-pyrazolo[4,3-c]quinolin-8-yl)((3R)-3-(4-(trifluoromethyl)phenyl)-1-pyrrolidinyl)methanone